tert-butyl N-[(2S)-2-[4-(3-ethynyl-1-tetrahydropyran-2-yl-indazol-5-yl)-2-methyl-pyrazol-3-yl]oxypropyl]-N-methyl-carbamate C(#C)C1=NN(C2=CC=C(C=C12)C1=C(N(N=C1)C)O[C@H](CN(C(OC(C)(C)C)=O)C)C)C1OCCCC1